COP(=O)(C)C(C(C)C)=O Methylisobutyryl-methylphosphinat